(E)-3-(6-amino-pyridin-3-yl)-N-((7-(2,4-difluoro-phenyl)-5-(5-(4,4-difluoro-piperidine-1-carbonyl)pyridin-2-yl)benzofuran-2-yl)methyl)acrylamide NC1=CC=C(C=N1)/C=C/C(=O)NCC=1OC2=C(C1)C=C(C=C2C2=C(C=C(C=C2)F)F)C2=NC=C(C=C2)C(=O)N2CCC(CC2)(F)F